CN(CCC1=CC(=NN1C)C1=CC=2N=C(N=C(C2O1)N1CCOCC1)N1N=CC(=C1)C=1C=C(C=CC1)C)C N,N-dimethyl-2-(1-methyl-3-(4-morpholino-2-(4-(m-tolyl)-1H-pyrazol-1-yl)furo[3,2-d]pyrimidin-6-yl)-1H-pyrazol-5-yl)ethan-1-amine